2-Methoxy-5-(phenyl-sulfanylmethyl)phenol COC1=C(C=C(C=C1)C(S)C1=CC=CC=C1)O